4-((1S,4S)-4-(1-(6-chloro-1H-indol-2-yl)ethyl)cyclohexyl)-6-fluoroquinoline ClC1=CC=C2C=C(NC2=C1)[C@@H](C)C1CCC(CC1)C1=CC=NC2=CC=C(C=C12)F